OC(=O)CCCC[C@@H]1SC[C@@H]2NC(=O)N[C@H]12.[Au] gold biotin